C(C)(C)N(CCC(C1=CC=CC=C1)C1=C(C=CC(=C1)C)OC(CN(C)C)=O)C(C)C Dimethylamino-acetic acid 2-(3-diisopropylamino-1-phenyl-propyl)-4-methyl-phenyl ester